(S)-2-amino-3-(4-(5-(4-(trifluoromethyl)phenyl)-1,2,4-oxadiazol-3-yl)phenyl)propanoic acid hydrochloride Cl.N[C@H](C(=O)O)CC1=CC=C(C=C1)C1=NOC(=N1)C1=CC=C(C=C1)C(F)(F)F